3-fluoro-2,6-dimethoxy-5-methylbenzoic acid FC=1C(=C(C(=O)O)C(=C(C1)C)OC)OC